C(C)C1OC=CC=C1 ethyloxainine